(3S,4S)-N-(3,5-bis(trifluoromethyl)benzyl)-N-methyl-1-(piperidine-4-carbonyl)-3-(o-tolyl)piperidine-4-carboxamide tert-Butyl-Peracetate C(C)(C)(C)OOC(C)=O.FC(C=1C=C(CN(C(=O)[C@@H]2[C@H](CN(CC2)C(=O)C2CCNCC2)C2=C(C=CC=C2)C)C)C=C(C1)C(F)(F)F)(F)F